[Br-].FC1=C(CC[NH3+])C=CC=C1 2-fluorophenethyl-ammonium bromide